C(C1=CC=CC=C1)(C1=CC=CC=C1)N1CCC(CC1)N1CCC2=C(CC1)C=C(C=C2)OC 3-(1-benzhydrylpiperidin-4-yl)-7-methoxy-2,3,4,5-tetrahydro-1H-benzo[d]azepine